ClC1=C(C=CC=C1Cl)N1CCN(CC1)CCC1CC(C1)NC1=NC=C(C=N1)C#N 2-((3-(2-(4-(2,3-dichlorophenyl)piperazin-1-yl)ethyl)cyclobutyl)amino)pyrimidine-5-carbonitrile